N1=CN=C(C=C1)C=1NC(=NN1)[C@]1(COCC1)NC=1C=C(C(=O)OC(C)(C)C)C=CC1 tert-butyl (R)-3-((3-(5-(pyrimidin-4-yl)-4H-1,2,4-triazol-3-yl)tetrahydrofuran-3-yl)amino)benzoate